1,1,2,2-tetrachloro-1,2-dibromoethane ClC(C(Br)(Cl)Cl)(Br)Cl